2-([1,1'-Biphenyl]-2-yl)pyridine C1(=C(C=CC=C1)C1=NC=CC=C1)C1=CC=CC=C1